CC(CO)(C)C1OCC2(CO1)COC(OC2)C(CO)(C)C 3,9-Bis(1,1-dimethyl-2-hydroxyethyl)-2,4,8,10-tetraoxaspiro[5.5]undecane